(5R)-3-bromo-5-[7-[3-(trifluoromethyl)phenoxy]-5-quinolyl]-4,5-dihydroisoxazole BrC1=NO[C@H](C1)C1=C2C=CC=NC2=CC(=C1)OC1=CC(=CC=C1)C(F)(F)F